BrC1=C2C(=NC(=NC2=C2C(=C1)NC=C2)N)N 5-bromo-7H-pyrrolo[2,3-h]quinazoline-2,4-diamine